phenylthiourea C1(=CC=CC=C1)NC(=S)N